tert-butyl ((S)-1,1-dicyclopropyl-3-((2-fluoro-4-((S)-1-oxo-1-((2,2,2-trifluoroethyl)amino)propan-2-yl)-5-vinylphenyl)amino)-3-oxopropan-2-yl)carbamate C1(CC1)C([C@@H](C(=O)NC1=C(C=C(C(=C1)C=C)[C@@H](C(NCC(F)(F)F)=O)C)F)NC(OC(C)(C)C)=O)C1CC1